CC1(C(N(C(N1CC1=CC(=NC=C1)N[C@@H]1COCCC1)=O)C1=CC=C(C=C1)C1(CC1)C(F)(F)F)=O)C (S)-5,5-dimethyl-1-((2-((tetrahydro-2H-pyran-3-yl)amino)pyridin-4-yl)methyl)-3-(4-(1-(trifluoromethyl)cyclopropyl)phenyl)imidazolidine-2,4-dione